N1=CC=C2N1C(=CC=C2)B(O)O PYRAZOLO[1,5-A]PYRIDIN-7-YLBORONIC ACID